1,4-pentadien-3-one C=CC(C=C)=O